CC=1N(C(=CN1)N1N=CC2=CC=C(C=C12)OC1C=2C=CC(=CC2CCC1)C#N)COCC[Si](C)(C)C 5-((1-(2-Methyl-1-((2-(trimethylsilyl)ethoxy)methyl)-1H-imidazol-5-yl)-1H-indazol-6-yl)oxy)-5,6,7,8-tetrahydronaphthalene-2-carbonitrile